N-(3-(2-chloro-5-fluorophenyl)-6-(1-cyclopropyl-1H-pyrazol-4-yl)-1-(trifluoromethyl)isoindolin-4-yl)-3-fluoro-5-(trifluoromethyl)benzamide ClC1=C(C=C(C=C1)F)C1NC(C2=CC(=CC(=C12)NC(C1=CC(=CC(=C1)C(F)(F)F)F)=O)C=1C=NN(C1)C1CC1)C(F)(F)F